NC12CC(C1)(C2)CO (3-aminobicyclo[1.1.1]pentan-1-yl)methanol